1,1-bis(4-methylphenyl)ethylene CC1=CC=C(C=C1)C(=C)C1=CC=C(C=C1)C